N,N'-bis-(acryl)cystamine C(=O)(C=C)NCCSSCCNC(=O)C=C